CN(CCN(C1=NC(=C(C=C1NC(C=C)=O)NC1=NC=CC(=N1)N1CC2(C3=NC=CC=C31)CCC2)OCC(F)(F)F)C)C N-(2-((2-(dimethylamino)ethyl)(methyl)amino)-5-((4-(spiro[cyclobutane-1,3'-pyrrolo[3,2-b]pyridin]-1'(2'H)-yl)pyrimidin-2-yl)amino)-6-(2,2,2-trifluoroethoxy)pyridin-3-yl)acrylamide